ethyl (5S)-5-amino-2-[[(1R,2R)-2-fluorocyclopropanecarbonyl]amino]-4,5,6,7-tetrahydrobenzothiophene-3-carboxylate N[C@H]1CCC2=C(C(=C(S2)NC(=O)[C@@H]2[C@@H](C2)F)C(=O)OCC)C1